C(C(=C)CC(=O)[O-])(=O)OCCCCCC(C)C Monoisooctyl Itaconate